COC1=NC=CC=C1CCC=O 3-(2-methoxypyridin-3-yl)propanal